CN(C(=O)C=1C=C(C=CC1)C1=CC(=C(C=C1)[C@H](C(F)(F)F)OC1=CC(=NC(=N1)C)N1CCC2(C[C@H](NC2)C(=O)O)CC1)N1N=C(C=C1)C)C (S)-8-(6-((R)-1-(3'-(dimethylcarbamoyl)-3-(3-methyl-1H-pyrazol-1-yl)-[1,1'-biphenyl]-4-yl)-2,2,2-trifluoroethoxy)-2-methylpyrimidin-4-yl)-2,8-diazaspiro[4.5]decane-3-carboxylic acid